dihydrophenazinyl-biphenyl C1(CC=CC2=NC3=CC=CC=C3N=C12)C1=C(C=CC=C1)C1=CC=CC=C1